N,N-dineopentylmethylamine C(C(C)(C)C)N(CC(C)(C)C)C